5-bromo-6-fluoro-2-(tetrahydro-2H-pyran-2-yl)-2H-indazole BrC1=CC2=CN(N=C2C=C1F)C1OCCCC1